C(#N)C1=CC(=C(COC2=CC=CC(=N2)N2CCN(CCC2)CC=2N(C3=C(N2)SC(=C3)C(=O)OC)C[C@H]3OCC3)C=C1)F methyl (S)-2-((4-(6-((4-cyano-2-fluorobenzyl)oxy)pyridin-2-yl)-1,4-diazepan-1-yl)methyl)-1-(oxetan-2-ylmethyl)-1H-thieno[2,3-d]imidazole-5-carboxylate